3-Cyclopentyl-1-[2-({2-[4-(methanesulfonylmethyl)piperidin-1-yl]phenyl}amino)-5-[2-(triisopropylsilyl)ethynyl]pyrido[2,3-d]pyrimidin-7-yl]urea C1(CCCC1)NC(NC=1C=C(C2=C(N=C(N=C2)NC2=C(C=CC=C2)N2CCC(CC2)CS(=O)(=O)C)N1)C#C[Si](C(C)C)(C(C)C)C(C)C)=O